(S)-6-chloro-7-(2,6-dimethylphenyl)-4-(2-methyl-4-(2,3,4,5-tetrafluoro-6-(methylsulfanyl)benzyl)piperazin-1-yl)quinoline ClC=1C=C2C(=CC=NC2=CC1C1=C(C=CC=C1C)C)N1[C@H](CN(CC1)CC1=C(C(=C(C(=C1SC)F)F)F)F)C